N[C@H]1CS(C2=C(N(C1=O)CC1=CC=C(C=C1)Cl)C=C(C(=C2)F)C=2N=NC=C(N2)C2(CC2)S(=O)(=O)C)(=O)=O (3R)-3-amino-5-[(4-chlorophenyl)methyl]-8-fluoro-7-[5-(1-methylsulfonylcyclopropyl)-1,2,4-triazin-3-yl]-1,1-dioxo-2,3-dihydro-1λ6,5-benzothiazepin-4-one